C(C)(C)(C)N1N=CC(=C1)NC(=O)C=1C=NC=CC1 N-(1-tert-butyl-1H-pyrazol-4-yl)pyridine-3-carboxamide